Methyl 2,4,6-tri-O-benzyl-3-deoxy-3-[4-(3,4,5-trifluorophenyl)-thiazol-2-yl]-α-D-galactopyranoside C(C1=CC=CC=C1)O[C@H]1[C@@H](OC)O[C@@H]([C@@H]([C@@H]1C=1SC=C(N1)C1=CC(=C(C(=C1)F)F)F)OCC1=CC=CC=C1)COCC1=CC=CC=C1